(4-(5-(6-(4,4-difluoropiperidin-1-yl)-4-methylpyridin-2-yl)-1,3,4-oxadiazol-2-yl)-3-(6-azaspiro[2.5]oct-6-yl)phenyl)-2-hydroxyethane-1-sulfonamide FC1(CCN(CC1)C1=CC(=CC(=N1)C1=NN=C(O1)C1=C(C=C(C=C1)C(CO)S(=O)(=O)N)N1CCC2(CC2)CC1)C)F